3-(3,4-dichlorophenyl)-5-(2-(3-fluoro-3-methylazetidin-1-yl)-2-oxoethyl)thieno[3,2-c]pyridin-4(5H)-one ClC=1C=C(C=CC1Cl)C1=CSC2=C1C(N(C=C2)CC(=O)N2CC(C2)(C)F)=O